4-(1,1-dimethylpropyl)-2-mercaptophenol CC(CC)(C)C1=CC(=C(C=C1)O)S